C1(=CC=CC=C1)C(C#C)(O)C1=CC=C(C=C1)N1CCOCC1 1-phenyl-1-(4-morpholinophenyl)-2-propyn-1-ol